5-((2-chloro-6-methylpyridin-3-yl)methyl)-1-((2-(trimethylsilyl)ethoxy)methyl)-1H-pyrazole-3-carbonitrile ClC1=NC(=CC=C1CC1=CC(=NN1COCC[Si](C)(C)C)C#N)C